CN(CCCC(=O)N(CCCCCCCC(OCCC(CCCCC)CCCCC)=O)C(CCCCCCC(C(=O)OCCC(CCCCC)CCCCC)(F)F)CCCCCCCCCC)C 3-pentyloctyl 9-[4-(dimethylamino)-N-{8-oxo-8-[(3-pentyloctyl)oxy]octyl}butanamido]-2,2-difluorononadecanoate